BrC1=CC(=C(C=C1C)N(C(C#CC1CCOCC1)=O)C1=CC=C2C(=N1)C(N(C2)C)=O)C2CC2 N-(4-bromo-2-cyclopropyl-5-methylphenyl)-N-{6-methyl-7-oxo-5H-pyrrolo[3,4-b]pyridin-2-yl}-3-(oxan-4-yl)prop-2-ynamide